C(\C=C\CCC)B1OC(CN(CC(O1)=O)C)=O (E)-2-(hex-2-en-1-yl)-6-methyl-1,3,6,2-dioxazaborocane-4,8-dione